Cl.Cl.BrC1=CN=C2CCNCC2=C1 7-BROMO-2,5-DIAZATETRALIN DIHYDROCHLORIDE